C(C)(C)(C)OC(=O)N1CC2(C1)CN(C2)S(=O)(=O)C2=CC(=NN2C)C(F)(F)F.FC(C=2C(=C(C=C(OC1=C(C=C(C=C1)OC1=CC(=C(C(=C1)C(F)(F)F)C(=O)O)C(=O)O)C(F)(F)F)C2)C(=O)O)C(=O)O)(F)F 1,4-bis(5-trifluoromethyl-3,4-dicarboxyphenoxy)trifluoromethyl-benzene tert-butyl-6-((1-methyl-3-(trifluoromethyl)-1H-pyrazol-5-yl)sulfonyl)-2,6-diazaspiro[3.3]heptane-2-carboxylate